CC([C@@H](C(=O)N1C[C@H]2[C@H]3CC[C@@H]([C@H]2C1)C3)NC(C(F)(F)F)=O)(C)C (1S,3aR,4R,5S,6R,7S,7aS)-2-((S)-3,3-dimethyl-2-(2,2,2-trifluoroacetamido)butanoyl)octahydro-1H-4,7-methanoisoindole